8-(1,1'-biphenyl-4-yl)-4-(3,5-di-9H-carbazol-9-yl-phenyl)-[1]benzofuro[3,2-d]pyrimidine C1(=CC=C(C=C1)C=1C=CC2=C(C1)C=1N=CN=C(C1O2)C2=CC(=CC(=C2)N2C1=CC=CC=C1C=1C=CC=CC21)N2C1=CC=CC=C1C=1C=CC=CC21)C2=CC=CC=C2